NC1=NC=CC=C1C1=NC=2C(=NC(=CC2)C2=CC=CC=C2)N1C1=CC=C(CNC(C2=CC=C(C=C2)S(N)(=O)=O)=O)C=C1 N-(4-(2-(2-aminopyridin-3-yl)-5-phenyl-3H-imidazo[4,5-b]pyridin-3-yl)benzyl)-4-sulfamoylbenzamide